2,2-dimethyl-N-phenethylpyrrolidine-1-carboxamide CC1(N(CCC1)C(=O)NCCC1=CC=CC=C1)C